C(=O)C=1C=C(C=C(C1)C1=CC=C(C=C1)C(=O)O)C1=CC=C(C=C1)C(=O)O 5'-formyl-[1,1':3',1''-terphenyl]-4,4''-dicarboxylic acid